N-[5-(2,5-difluorophenyl)pyrazin-2-yl]-2,2-dimethyl-cyclopropanecarboxamide FC1=C(C=C(C=C1)F)C=1N=CC(=NC1)NC(=O)C1C(C1)(C)C